tert-Butyl Perbenzoate C1=CC=CC=C1C(=O)OOC(C)(C)C